C(C)(=O)C1=C(C(=C(C=2[C@@]3(C(OC21)=CC(\C(\C3=O)=C(\C)/N)=O)C)O)C)O (2E,9bR)-6-acetyl-2-(1-aminoethylidene)-7,9-dihydroxy-8,9b-dimethyldibenzofuran-1,3-dione